COC1=C(C=CC=C1)N(CC(=O)O)C(=O)[C@@H]1CN(CC1)CCCC1=NC=2NCCCC2C=C1 (S)-N-(2-methoxyphenyl)-N-(1-(3-(5,6,7,8-tetrahydro-1,8-naphthyridin-2-yl)propyl)pyrrolidine-3-carbonyl)glycine